(2S,5R)-tert-butyl 2-(4-bromophenyl)-5-methyl-4-(1-(trifluoromethyl)cyclopropanecarbonyl)piperazine-1-carboxylate tert-Butyl-(2S,5R)-2-(4-bromophenyl)-5-methyl-piperazine-1-carboxylate C(C)(C)(C)OC(=O)N1[C@H](CN[C@@H](C1)C)C1=CC=C(C=C1)Br.BrC1=CC=C(C=C1)[C@@H]1N(C[C@H](N(C1)C(=O)C1(CC1)C(F)(F)F)C)C(=O)OC(C)(C)C